sodium (S)-3-(4-methoxy-2',6'-dimethylbiphenyl-3-yl)-3-(3-(1-methyl-4-oxido-2-oxo-1,2-dihydropyridin-3-yl)ureido)propanoate COC1=C(C=C(C=C1)C1=C(C=CC=C1C)C)[C@H](CC(=O)[O-])NC(=O)NC=1C(N(C=CC1[O-])C)=O.[Na+].[Na+]